2-(2-ethoxy)-ethylene acrylate C(C=C)(=O)O.CCOC=C